FC(C(C(C(S(=O)(=O)[O-])(F)F)(F)F)(F)F)(F)F.C(C)(C)(C)C=1C(=C(C=CC1)[I+]C1=CC=CC=C1)C(C)(C)C di-tertiary butyl-diphenyliodonium nonafluorobutanesulfonate